N-(1-(2-(1-(2-methoxyethyl)-1H-pyrazol-4-yl)quinolin-4-yl)cyclopropyl)-2-methyl-5-(4-methylpiperazin-1-yl)benzamide COCCN1N=CC(=C1)C1=NC2=CC=CC=C2C(=C1)C1(CC1)NC(C1=C(C=CC(=C1)N1CCN(CC1)C)C)=O